4'-(6-phenylpyridin-2-yl)-[1,1':2',1''-terphenyl]-3'-carbonitrile C1(=CC=CC=C1)C1=CC=CC(=N1)C1=C(C(=C(C=C1)C1=CC=CC=C1)C1=CC=CC=C1)C#N